5-(4-((1-(2-(4-(4-chloro-1-(4-hydroxyphenyl)-2-phenylbut-1-en-1-yl)phenoxy)ethyl)piperidin-4-yl)methyl)-2,6-dimethylpiperazin-1-yl)-2-(2,6-dioxopiperidin-3-yl)isoindoline ClCCC(=C(C1=CC=C(C=C1)O)C1=CC=C(OCCN2CCC(CC2)CN2CC(N(C(C2)C)C=2C=C3CN(CC3=CC2)C2C(NC(CC2)=O)=O)C)C=C1)C1=CC=CC=C1